C(=CCCCCCCCCCCCCCCCC)N1C(=C(C(C2=CC=CC=C12)=O)OC)C1=CC=CC=C1 N-octadecenyl-2-phenyl-3-methoxyquinolin-4-one